The molecule is a hexasaccharide derivative in which alpha-D-galactosaminyl-(1->4)-alpha-D-galactosaminyl-(1->4)-alpha-D-galactosaminyl-(1->4)-alpha-D-galactosaminyl-(1->4)-alpha-D-galactosaminyl-(1->4)-alpha-D-galactosamine is linked glycosidically to biotin via a (21-oxo-3,6,9,12,15,18-hexaoxa-22-azapentacosan-1-yl)amino spacer. One of a set of synthesised biotinylated oligo-alpha-(1->4)-D-galactosamines comprising from two to six monosaccharide units, along with their N-acetylated derivatives (PMID:31913631), aimed at analysing the specificity of the antibody responses to a complex exopolysaccharide galactosaminogalactan found in Aspergillus fumigatus, the most important airborne human fungal pathogen in industrialized countries. It is a hexasaccharide derivative and a member of biotins. C1[C@H]2[C@@H]([C@@H](S1)CCCCC(=O)NCCOCCOCCOCCOCCOCCOCCC(=O)NCCCO[C@@H]3[C@@H]([C@H]([C@H]([C@H](O3)CO)O[C@@H]4[C@@H]([C@H]([C@H]([C@H](O4)CO)O[C@@H]5[C@@H]([C@H]([C@H]([C@H](O5)CO)O[C@@H]6[C@@H]([C@H]([C@H]([C@H](O6)CO)O[C@@H]7[C@@H]([C@H]([C@H]([C@H](O7)CO)O[C@@H]8[C@@H]([C@H]([C@H]([C@H](O8)CO)O)O)N)O)N)O)N)O)N)O)N)O)N)NC(=O)N2